FC(C1C=2C=NNC2CC(C1)N)(F)F 4-(trifluoromethyl)-4,5,6,7-tetrahydro-1H-indazol-6-amine